BrC1=CC(=C(C(=C1C(=O)C=1C=NN(C1)C1OCCCC1)F)Cl)Cl (6-Bromo-3,4-dichloro-2-fluoro-phenyl)-(1-tetrahydropyran-2-ylpyrazol-4-yl)methanone